N1N=NC(C1=O)=O triazoldione